COC=1C=C(/C=C/C2=CC=C(OC(=O)OCCNC(C(C(CC)C)NC(OC(C)(C)C)=O)=O)C=C2)C=C(C1)OC Tert-butyl (E)-(1-((2-(((4-(3,5-dimethoxystyryl)phenoxy)carbonyl)oxy)ethyl) amino)-3-methyl-1-oxopentan-2-yl)carbamate